vinyl-1,1,3,3-tetramethyldisiloxane C(=C)[Si](O[SiH](C)C)(C)C